C(C1CO1)OCCC[Si](OCC)(OCC)OCC gamma-(2,3-epoxypropoxy)-propyl-triethoxysilane